CC(C(=O)OCC=C[Si](OC)(OC)OC)=C 3-(trimethoxysilyl)-2-propen-1-yl 2-methyl-2-propenoate